N-((CIS)-1-(4-methoxyphenyl)-2-((((CIS)-4-phenylcyclohexyl)oxy)methyl)pyrrolidin-3-yl)methanesulfonamide COC1=CC=C(C=C1)N1[C@H]([C@H](CC1)NS(=O)(=O)C)CO[C@@H]1CC[C@@H](CC1)C1=CC=CC=C1